C1(CCCC1)N(C(C1=CC(=CC=C1)NC1=NC=C(C(=N1)NCC=1C(=NC=CC1)N(S(=O)(=O)C)C)C(F)(F)F)=O)C N-cyclopentyl-N-methyl-3-({4-[({2-[methyl(methylsulfonyl)amino]pyridin-3-yl}methyl)amino]-5-(trifluoromethyl)pyrimidin-2-yl}amino)benzamide